CC(CC(=O)OC[C@H]1O[C@H]([C@]([C@@H]1OCOC(C(C)(C)C)=O)(C)F)N1C2=NC(=NC(=C2N=C1)NC)N)C ((2R,3R,4R,5R)-5-(2-amino-6-(methylamino)-9H-purin-9-yl)-4-fluoro-4-methyl-3-((pivaloyloxy)methoxy) tetrahydrofuran-2-yl)methyl 3-methylbutanoate